16-(1-cyanoethyl)-14-fluoro-9,17-dimethyl-10-oxa-2,12,18,20-tetrazapentacyclo[9.7.1.14,7.02,8.015,19]icosa-1(18),11(19),12,14,16-pentaene-20-carboxylate C(#N)C(C)C=1C2=C(C=NC=3OC(C4C5CCC(CN4C(=NC1C)C23)N5C(=O)[O-])C)F